(R)-N-(cyclopropylmethyl)-1-(6-(3-(4-(6-(pyrrolidin-1-yl)pyrazin-2-yl)-1H-1,2,3-triazol-1-yl)oxetan-3-yl)pyridazin-3-yl)piperidin-3-amine C1(CC1)CN[C@H]1CN(CCC1)C=1N=NC(=CC1)C1(COC1)N1N=NC(=C1)C1=NC(=CN=C1)N1CCCC1